C(CCCCCCC\C=C/C\C=C/CCCCC)(=O)OCCCCCCCCCCCCC(CC)C 13-methylpentadecyl linoleate